R-propargyl-pentanol C(C#C)[C@@H](CCCC)O